ClC1=CC(=C(C=C1)C1=NC(=CC=2N=C(N(C(C21)=O)C)C)N2C[C@H](O[C@@H](C2)C2=CSC=C2)C)F 5-(4-chloro-2-fluorophenyl)-2,3-dimethyl-7-((2R,6R)-2-methyl-6-(3-thiophenyl)-4-morpholinyl)pyrido[4,3-d]pyrimidin-4(3H)-one